2-((2-(tert-butoxy)-2-oxoethyl)(2,2,3,3,4,4,4-heptafluorobutyl)amino)ethyl methacrylate C(C(=C)C)(=O)OCCN(CC(C(C(F)(F)F)(F)F)(F)F)CC(=O)OC(C)(C)C